(R)-3-hydroxy-1-(4-(3-isopropyl-2-(8-methyltetrazolo[1,5-a]pyridin-6-yl)-1H-indol-5-yl)piperidin-1-yl)butan-1-one O[C@@H](CC(=O)N1CCC(CC1)C=1C=C2C(=C(NC2=CC1)C=1C=C(C=2N(C1)N=NN2)C)C(C)C)C